C(C)OC(CN(CC1=CC=CC=C1)CC1=CC=CC=C1)=O N,N-Dibenzylglycine Ethyl Ester